4-(4-(6-(((1R,2S,3S,5S)-2-fluoro-1,5,8-trimethyl-8-azabicyclo[3.2.1]octan-3-yl)(methyl)amino)pyridazin-3-yl)-3-hydroxyphenyl)-1-methyl-1,3,5-triazin-2(1H)-one F[C@@H]1[C@]2(CC[C@@](C[C@@H]1N(C1=CC=C(N=N1)C1=C(C=C(C=C1)C1=NC(N(C=N1)C)=O)O)C)(N2C)C)C